C(C)(C)(C)[C@@H]1CC[C@H](CC1)O trans-4-tert.butylcyclohexanol